3-(5-(((1r,2r)-2-methoxycyclopentyl)oxy)-1-oxoisoindolin-2-yl)piperidine-2,6-dione CO[C@H]1[C@@H](CCC1)OC=1C=C2CN(C(C2=CC1)=O)C1C(NC(CC1)=O)=O